5-(difluoromethyl)-1-(2-methoxyethyl)-1H-pyrazole-3-carboxylic acid FC(C1=CC(=NN1CCOC)C(=O)O)F